4-amino-5-fluoronicotinaldehyde NC1=C(C=NC=C1C=O)F